N1-(3,3''-Bis(tris(phenyl-d5)silyl)-[1,1':3',1''-terphenyl]-2'-yl-2,2'',4,4'',5,5'',6,6''-d8)-N2-(3-((9-(4-(tert-butyl)pyridin-2-yl)-9H-carbazol-2-yl)oxy)phenyl)benzene-1,2-diamine C1(=C(C(=C(C(=C1[2H])[2H])[2H])[2H])[2H])[Si](C1=C(C(=C(C(=C1[2H])[2H])[2H])C1=C(C(=CC=C1)C=1C(=C(C(=C(C1[2H])[2H])[2H])[Si](C1=C(C(=C(C(=C1[2H])[2H])[2H])[2H])[2H])(C1=C(C(=C(C(=C1[2H])[2H])[2H])[2H])[2H])C1=C(C(=C(C(=C1[2H])[2H])[2H])[2H])[2H])[2H])NC=1C(=CC=CC1)NC1=CC(=CC=C1)OC1=CC=2N(C3=CC=CC=C3C2C=C1)C1=NC=CC(=C1)C(C)(C)C)[2H])(C1=C(C(=C(C(=C1[2H])[2H])[2H])[2H])[2H])C1=C(C(=C(C(=C1[2H])[2H])[2H])[2H])[2H]